((1r,4r)-7,7-dimethyl-2-oxobicyclo[2.2.1]heptan-1-yl)methanesulfonic acid CC1([C@]2(C(C[C@H]1CC2)=O)CS(=O)(=O)O)C